(2,4-Dimethoxypyrimidin-5-yl)pyrazolo[4,3-c]pyridine COC1=NC=C(C(=N1)OC)C1=NNC2=C1C=NC=C2